3-({[(4R)-7-(2-methylphenyl)-3,4-dihydro-2H-1-benzopyran-4-yl]methyl}amino)pyridine-4-carboxylic acid methyl ester COC(=O)C1=C(C=NC=C1)NC[C@@H]1CCOC2=C1C=CC(=C2)C2=C(C=CC=C2)C